C(C)OC(=O)C=1N=C(SC1)N1N=C(C=C1N)C1=CC(=CC=C1)Br 2-[5-amino-3-(3-bromophenyl)-1H-pyrazol-1-yl]thiazole-4-carboxylic acid ethyl ester